BrC=1C=NC(=C(C(=O)NC=2C=C(C=CC2)[S@](=O)(C)=NC(OC(C)(C)C)=O)C1C)N1CCC(CCC1)(F)F tert-butyl (R)-((3-(5-bromo-2-(4,4-difluoroazepan-1-yl)-4-methylnicotinamido) phenyl)(methyl)(oxo)-λ6-sulfaneylidene)carbamate